5-((3-iodobenzyl)oxy)-N-(prop-2-yn-1-yl)-1,2,3,4-tetrahydronaphthalen-1-amine IC=1C=C(COC2=C3CCCC(C3=CC=C2)NCC#C)C=CC1